IC1=CC=C(OCC2=CN=CN2C)C=C1 5-[(4-iodophenoxy)methyl]-1-methyl-imidazole